(cyclopentadienyl)(pentaethylcyclopentadienyl)-zirconium dichloride [Cl-].[Cl-].C1(C=CC=C1)[Zr+2]C1(C(=C(C(=C1CC)CC)CC)CC)CC